9,9'-(2-(3-phenyl-6-(6-phenylpyridin-2-yl)-9H-carbazol-9-yl)-4,6-bis(6-phenylpyridin-2-yl)-1,3-phenylene)bis(3-methyl-9H-carbazole) C1(=CC=CC=C1)C=1C=CC=2N(C3=CC=C(C=C3C2C1)C1=NC(=CC=C1)C1=CC=CC=C1)C1=C(C(=CC(=C1N1C2=CC=CC=C2C=2C=C(C=CC12)C)C1=NC(=CC=C1)C1=CC=CC=C1)C1=NC(=CC=C1)C1=CC=CC=C1)N1C2=CC=CC=C2C=2C=C(C=CC12)C